CC1=C(SC2=C1N=NC=C2N(C(OC(C)(C)C)=O)CC=2SC=CC2)C(=C)C tert-butyl N-[7-methyl-6-(prop-1-en-2-yl)thieno[3,2-c]pyridazin-4-yl]-N-(thiophen-2-ylmethyl)carbamate